4-(2-Chloro-4-(5-(2,3-difluoro-4-(3-methyl-1H-pyrazol-4-yl)phenyl)-1-methyl-1H-imidazole-2-carboxamido)benzoyl)piperazine-1-carboxylic acid tert-butyl ester C(C)(C)(C)OC(=O)N1CCN(CC1)C(C1=C(C=C(C=C1)NC(=O)C=1N(C(=CN1)C1=C(C(=C(C=C1)C=1C(=NNC1)C)F)F)C)Cl)=O